2'-(2-(3-fluoropyridin-2-yl)quinolin-7-yl)-5'-oxo-5',6'-dihydro-4'H-spiro[cyclobutane-1,7'-pyrazolo[1,5-a]pyrimidine]-3'-carboxamide FC=1C(=NC=CC1)C1=NC2=CC(=CC=C2C=C1)C1=NN2C(NC(CC23CCC3)=O)=C1C(=O)N